N-butyl-m-toluidine CCCCNC1=CC=CC(=C1)C